FC1=C2C(C(N(C2=C(C=C1C(F)(F)F)F)CC(=O)N[C@@H]([C@H](CC(=O)O)C)C)=O)(C)C (3S,4R)-4-(2-(4,7-difluoro-3,3-dimethyl-2-oxo-5-(trifluoromethyl)indolin-1-yl)acetamido)-3-methylpentanoic acid